4-[4-fluoro-2-(2,2,2-trifluoroethoxy)phenyl]-2-(4-{[(3S)-oxolan-3-yl]oxy}phenyl)-2,3-dihydro-1H-pyrrolo[3,4-c]pyridin-1-one FC1=CC(=C(C=C1)C1=NC=CC2=C1CN(C2=O)C2=CC=C(C=C2)O[C@@H]2COCC2)OCC(F)(F)F